glutaconic acid dibutyl ester C(CCC)OC(C=CCC(=O)OCCCC)=O